FC=1C=C(C=CC1F)C1(CN(CC1)C(=O)OCC1=CC=CC=C1)NS(=O)(=O)C1=CC=C(C=C1)OC(F)(F)F benzyl 3-(3,4-difluorophenyl)-3-[[4-(trifluoromethoxy)phenyl]sulfonylamino]pyrrolidine-1-carboxylate